FC1(CCN(CC1)CC1=NC(=CC(=N1)C(=O)N1CC2(C3=CC(=CC=C13)NS(=O)(=O)C)CCC1(CC2)CC1)C)F N-(1''-(2-((4,4-difluoropiperidin-1-yl)methyl)-6-methylpyrimidine-4-carbonyl)dispiro[cyclopropane-1,1'-cyclohexane-4',3''-indolin]-5''-yl)methanesulfonamide